(2S)-2-amino-4-[cyclopropyl-[4-(5,6,7,8-tetrahydro-1,8-naphthyridin-2-yl)butyl]amino]butanoic acid N[C@H](C(=O)O)CCN(CCCCC1=NC=2NCCCC2C=C1)C1CC1